NC=1C=C(C=O)C=C(C1)I 3-AMINO-5-IODOBENZALDEHYDE